FC(C=1C=NC(=NC1)N1CC2N(C(C1)C2)CC(=O)O)(F)F 2-(3-(5-(trifluoromethyl)pyrimidin-2-yl)-3,6-diazabicyclo[3.1.1]heptan-6-yl)acetic acid